4-(2-(dimethoxymethyl)-4-nitrophenyl)-3,6-dihydro-2H-pyran COC(C1=C(C=CC(=C1)[N+](=O)[O-])C=1CCOCC1)OC